tert-butyl (4S)-4-(4-{2-[(1S,3R)-5-(4-amino-3-methoxybenzoyl)-5-azaspiro[2.5]octan-1-yl]ethynyl}-1-oxo-3H-isoindol-2-yl)-4-carbamoylbutanoate NC1=C(C=C(C(=O)N2C[C@@]3(C[C@H]3C#CC3=C4CN(C(C4=CC=C3)=O)[C@@H](CCC(=O)OC(C)(C)C)C(N)=O)CCC2)C=C1)OC